1-(cyclododeca-1,5,9-trien-1-yl)ethan-1-one C1(=CCCC=CCCC=CCC1)C(C)=O